ClC=1C(=NC(=NC1)NC=1C(=CC(=C(C1)NC(C1=CC=C(C=C1)OC)=O)N1CCC(CC1)N1CCN(CC1)C)OC)NC1=C(C=CC=C1)P(=O)(C)C N-(5-((5-chloro-4-((2-(dimethylphosphoryl)phenyl)amino)pyrimidin-2-yl)amino)-4-methoxy-2-(4-(4-methylpiperazin-1-yl)piperidin-1-yl)phenyl)-4-methoxybenzamide